4,5-diphenyl-2-oxazoline C1(=CC=CC=C1)C1N=COC1C1=CC=CC=C1